tris(3-trimethoxysilylpropyl)3-(2-aza-2-sila-propyl)cyclopentane CO[Si](CCCC1C(CCC1CNC)(CCC[Si](OC)(OC)OC)CCC[Si](OC)(OC)OC)(OC)OC